C(=O)(O)C(C)N(CC(=O)O)CCNC(C)C(=O)O N-(1-carboxyethyl)-N-[2-[(1-carboxyethyl)amino]ethyl]-Glycine